3-ethoxy-3,5-androstadien-17-one C(C)OC1=CC2=CC[C@H]3[C@@H]4CCC([C@@]4(C)CC[C@@H]3[C@]2(CC1)C)=O